C1OC2=C(C(=O)[O-])C=CC=C2O1.[Sn+4].C1OC2=C(C(=O)[O-])C=CC=C2O1.C1OC2=C(C(=O)[O-])C=CC=C2O1.C1OC2=C(C(=O)[O-])C=CC=C2O1 tin methylenedioxybenzoate